(E)-1-Chloro-3-(1-(p-tolylsulfinyl)-2-tosylvinyl)benzene ClC1=CC(=CC=C1)/C(=C\S(=O)(=O)C1=CC=C(C)C=C1)/S(=O)C1=CC=C(C=C1)C